N-((6-methoxypyridin-2-yl)methyl)-1,5,7-trimethyl-4-oxo-4,5-dihydro-1H-pyrrolo[3,2-c]pyridine-3-carboxamide COC1=CC=CC(=N1)CNC(=O)C1=CN(C2=C1C(N(C=C2C)C)=O)C